ClC1=CC(=C(COC2=CC=CC(=N2)C2CCN(CC2)CC2=NC3=C(N2CCC=2C=NN(C2)C)C=C(C=C3)C(=O)O)C=C1)F 2-[(4-{6-[(4-chloro-2-fluorobenzyl)oxy]pyridin-2-yl}piperidin-1-yl)methyl]-1-[2-(1-methyl-1H-pyrazol-4-yl)ethyl]-1H-benzimidazole-6-carboxylic acid